ClC1=CC(=NC=C1F)NC1=NN(C2=C1C=NC(=C2)C(=O)N2CCOCCC2)CC(F)(F)F [3-[(4-chloro-5-fluoro-2-pyridyl)amino]-1-(2,2,2-trifluoroethyl)pyrazolo-[4,3-c]pyridin-6-yl]-(1,4-oxazepan-4-yl)methanone